C(C)C1=NN(C=C1C#N)C1=NC=C(C=N1)CN1C[C@H](NCC1)C=1C(=C2COC(C2=CC1)=O)C (R)-3-ethyl-1-(5-((3-(4-methyl-1-oxo-1,3-dihydroisobenzofuran-5-yl)piperazin-1-yl)methyl)pyrimidin-2-yl)-1H-pyrazole-4-carbonitrile